O1CCC2=C1C=CC(=C2)OC=2C=C(C=C1C=NN(C21)C)C(=O)OC methyl 7-(2,3-dihydrobenzofuran-5-yloxy)-1-methyl-indazole-5-carboxylate